4-amino-1-(benzenesulfonyl)-1H-indole-5-carbaldehyde NC1=C2C=CN(C2=CC=C1C=O)S(=O)(=O)C1=CC=CC=C1